methyl-aminopyrimidine, ammonium salt [NH4+].CC1=NC(=NC=C1)N